C(#N)C1=C2C(=NC=C1OC1=CC(=NC=C1)NC(=O)N1CC(C1)OC)N=C(N2C)NC=2C(N(C=C(C2)C(F)(F)F)C)=O N-(4-((7-cyano-1-methyl-2-((1-methyl-2-oxo-5-(trifluoromethyl)-1,2-dihydropyridin-3-yl)amino)-1H-imidazo[4,5-b]pyridin-6-yl)oxy)pyridin-2-yl)-3-methoxyazetidine-1-carboxamide